ClC=1N(C(C2=C(N1)[C@@H](N(CC2)C(=O)OC(C)(C)C)C)=O)C2=CC(=C(C(=C2)C)F)C tert-butyl (S)-2-chloro-3-(4-fluoro-3,5-dimethylphenyl)-8-methyl-4-oxo-4,5,6,8-tetrahydropyrido[3,4-d]pyrimidine-7(3H)-carboxylate